ethoxyrutinose C(C)O[C@]1(O)[C@H](O)[C@@H](O)[C@H](O)[C@H](O1)CO[C@H]1[C@H](O)[C@H](O)[C@@H](O)[C@@H](O1)C